N12C[C@H](C(CC1)CC2)N(C(O)=O)[C@@H]2C(CCC1=CC(=C(C=C21)F)C2=CC(=CC=C2)OCC)(C)C.OC2=C(C=C(C=C2CCOC(C=C)=O)C)N2N=C1C(=N2)C=CC=C1 2-[2-hydroxy-3-(2-acryloyloxyethyl)-5-methylphenyl]benzotriazole (S)-quinuclidin-3-yl((R)-6-(3-ethoxyphenyl)-7-fluoro-2,2-dimethyl-1,2,3,4-tetrahydronaphthalen-1-yl)carbamate